ClC1=CC=CC2=C1NC(=N2)C(=O)N2[C@H](C1=NC=CN=C1CC2)C (S)-(7-Chloro-1H-benzo[d]imidazol-2-yl)(5-methyl-7,8-dihydropyrido[3,4-b]pyrazin-6(5H)-yl)methanone